2,6,10-tri-methyl-9-undecenal CC(C=O)CCCC(CCC=C(C)C)C